OC1=CC=C(C=C1)SCCOCCOCCSC1=CC=C(C=C1)O 1,8-Bis(4-hydroxyphenylthio)-3,6-dioxaoctane